[Si](C)(C)(C(C)(C)C)OCC1=C(C=C(C=C1)NC1=NC=C(C(=N1)NC1=C(C(=O)NC)C=CC=C1)C(F)(F)F)F 2-((2-((4-(((Tert-butyldimethylsilyl)oxy)methyl)-3-fluorophenyl)amino)-5-(trifluoromethyl)pyrimidin-4-yl)amino)-N-methylbenzamide